8-methoxy-2,6,6,9-tetramethyl-6H-benzo[C]chromen-3-ol COC=1C(=CC2=C(C(OC3=CC(=C(C=C23)C)O)(C)C)C1)C